(2-chloro-1-methyl-1H-imidazol-5-yl)boronic acid ClC=1N(C(=CN1)B(O)O)C